[Si](C)(C)(C(C)(C)C)O[C@H](CCNC(=O)N1CC2=NC=CC=C2C1)CN1CC(CC1)C1=NC(=CC=C1)C(F)(F)F N-((3R)-3-((tert-Butyldimethylsilyl)oxy)-4-(3-(6-(trifluoromethyl)pyridin-2-yl)pyrrolidin-1-yl)butyl)-5,7-dihydro-6H-pyrrolo[3,4-b]pyridine-6-carboxamide